FC=1C(=NC(=NC1)NC1CCN(CC1)S(=O)(=O)C)C1=C(C2=C(C3(N(C2=O)C)CCC(CC3)O)S1)C 2'-[5-Fluoro-2-[(1-methylsulfonylpiperidin-4-yl)amino]pyrimidin-4-yl]-4-hydroxy-3',5'-dimethylspiro[cyclohexane-1,6'-thieno[2,3-c]pyrrole]-4'-one